ClC1=CC=C(N=N1)NC=1C(=CC2=C(N(C=N2)C2=CC=C(C(=N2)N2N=C(C=C2C)C(F)F)C(C)O)C1)F 1-[6-[6-[(6-chloropyridazin-3-yl)amino]-5-fluoro-benzoimidazol-1-yl]-2-[3-(difluoromethyl)-5-methyl-pyrazol-1-yl]-3-pyridinyl]ethanol